1-[[2-(difluoro-methoxy)pyridin-4-yl]methyl]-3-[(4R)-3,4-dihydro-2H-chromen-4-yl]urea FC(OC1=NC=CC(=C1)CNC(=O)N[C@@H]1CCOC2=CC=CC=C12)F